O1CCN(CC1)C1=CC=CC=C1 4-Morpholinobenzene